3-(adamantan-1-yl)imidazo[2,1-b]thiazole-6-Formic acid C12(CC3CC(CC(C1)C3)C2)C=2N3C(SC2)=NC(=C3)C(=O)O